CN(C(=O)N1N=CN=C1)CCC1CCNC=2N1N=C(C2C2=CC=C(C=C2)OC2=CC=CC=C2)C(=O)N 7-(2-(N-methyl-1H-1,2,4-triazole-1-carboxamido)ethyl)-3-(4-phenoxy-phenyl)-4,5,6,7-tetrahydro-pyrazolo[1,5-a]pyrimidine-2-carboxamide